NC=1C(NC2=C3C=CC=NC3=C(C=C2C1C1=C2C=NNC2=C(C=C1)F)C(=C)C)=O 3-amino-4-(7-fluoro-1H-indazol-4-yl)-6-prop-1-en-2-yl-1H-1,7-phenanthroline-2-one